FC1=CC=C(C=C1)N1N=CC=2C(C1=O)=C(N(C2C)C2=CC=CC=C2)C 2-(4-fluorophenyl)-5,7-dimethyl-6-phenyl-2,6-dihydro-1H-pyrrolo[3,4-d]pyridazin-1-one